CC1(CCN(CC1)CC=1C=CC=2N(C1)C=C(N2)CNC(=O)C=2N=C1N(C(C2)=O)C=CC=C1)C N-((6-[(4,4-dimethylpiperidin-1-yl)methyl]imidazo[1,2-a]pyridin-2-yl)methyl)-4-oxo-4H-pyrido[1,2-a]pyrimidine-2-carboxamide